2-(benzylamino)-N-(6-methoxy-2-methylpyridin-3-yl)-5-(trifluoromethyl)benzamide C(C1=CC=CC=C1)NC1=C(C(=O)NC=2C(=NC(=CC2)OC)C)C=C(C=C1)C(F)(F)F